C1CC(OC1C(=O)O)C(=O)O 2,5-tetrahydrofurandicarboxylic acid